3-((Dimethylamino)methyl)-1-((((1R,4S)-2-hydroxy-7,7-dimethylbicyclo[2.2.1]hept-1-yl)methyl)sulfonyl)-4-(3-methoxyphenyl)piperidin-4-ol hydrochloride Cl.CN(C)CC1CN(CCC1(O)C1=CC(=CC=C1)OC)S(=O)(=O)C[C@]12C(C[C@H](CC1)C2(C)C)O